[Si](C)(C)(C(C)(C)C)OCC=1C=C(N)C=C(C1)OC 3-(((tert-butyldimethylsilyl)oxy)-methyl)-5-methoxyaniline